(S)-3,5-dichloro-N-(1-(1-(5-((dimethyl(oxo)-λ6-sulfaneylidene)amino)pyridin-2-yl)-3-methyl-1H-1,2,4-triazol-5-yl)ethyl)benzamide ClC=1C=C(C(=O)N[C@@H](C)C2=NC(=NN2C2=NC=C(C=C2)N=S(=O)(C)C)C)C=C(C1)Cl